7-Bromo-6-methoxy-2H-benzo[b][1,4]oxazin-3(4H)-one BrC=1C(=CC2=C(OCC(N2)=O)C1)OC